tungsten-boron compound with aluminum [Al].[B].[W]